FC1=C(C=CC=C1F)C1=CCC2(OCCO2)CC1 8-(2,3-difluorophenyl)-1,4-dioxaspiro[4.5]dec-7-ene